CCCCC/C=C\\C/C=C\\C(/C=C\\CCCCCCC(=O)[O-])OO The molecule is a hydroperoxyicosatrienoate that is the conjugate base of (8Z,11Z,14Z)-10-hydroperoxyicosatrienoic acid, obtained by deprotonation of the carboxy group; major species at pH 7.3. It is a hydroperoxyicosatrienoate and a long-chain fatty acid anion. It derives from an all-cis-icosa-8,11,14-trienoate. It is a conjugate base of an (8Z,11Z,14Z)-10-hydroperoxyicosatrienoic acid.